C1=CC=CC2=NC3=CC=CC=C3C=C12.[Zn] zinc acridine